NC1=C(SC2=NC(=CC(=C21)C)C)C(=O)NC2CC=1C=CC(=NC1CC2)N2CC(C(C2)COC)NCC 3-amino-N-{2-[3-(ethylamino)-4-(methoxymethyl)pyrrolidin-1-yl]-5,6,7,8-tetrahydroquinolin-6-yl}-4,6-dimethylthieno[2,3-b]pyridine-2-carboxamide